C1(CC1)C1=NC(=CC(=C1)C(=O)OC)C(F)(F)F methyl 2-cyclopropyl-6-(trifluoromethyl)pyridine-4-carboxylate